3-((2-((S)-amino(4,4-difluorocyclohexyl)methyl)imidazo[1,2-b]pyridazin-7-yl)methyl)pyrrolidin-2-one N[C@H](C=1N=C2N(N=CC(=C2)CC2C(NCC2)=O)C1)C1CCC(CC1)(F)F